[(1S,3R,7S,8S,8aR)-8-[2-[(2R,4R)-4-hydroxy-6-oxooxan-2-yl]ethyl]-3,7-dimethyl-1,2,3,7,8,8a-hexahydronaphthalen-1-yl] (2S)-2-methylbutanoate C[C@H](C(=O)O[C@H]1C[C@H](C=C2C=C[C@@H]([C@@H]([C@@H]12)CC[C@H]1OC(C[C@@H](C1)O)=O)C)C)CC